FC1([C@H]2CC(C[C@@H]12)C(=O)N[C@@H](C)C1=CC=C(C=C1)NC(OCC1=CN=CO1)=O)F oxazol-5-ylmethyl (4-((S)-1-((1R,3s,5S)-6,6-difluorobicyclo[3.1.0]hexane-3-carboxamido)eth-yl)phenyl)carbamate